C(C=C)(=O)OCC1CCC(CC1)COC(C=C)=O Cyclohexane-1,4-diylbis(methylene) diacrylate